C[C@@H]1N(CCNC1)C1=C(C=NC=C1)NCC=1C=C2N=CC=NC2=CC1 (S)-4-(2-methylpiperazin-1-yl)-N-(quinoxalin-6-ylmethyl)pyridin-3-amine